O1CCOC2=C1C=CC(=C2)S(=O)(=O)N2CC=1C=NC(=CC1C2)[C@H](CNC)C2=CC=CC=C2 [(2S)-2-[2-(2,3-dihydro-1,4-benzodioxine-6-sulfonyl)-1H,2H,3H-pyrrolo[3,4-c]pyridin-6-yl]-2-phenylethyl](methyl)amine